OC(C)(C)C=1C=C(OC1)S(=O)(N)=N 4-(2-hydroxypropan-2-yl)furan-2-sulfonimidamide